C1[C@H]([C@H]([C@@H](C[C@@]1(C(=O)O)OC(=O)/C=C/C2=CC(=C(C=C2)O)O)OC(=O)/C=C/C3=CC(=C(C=C3)O)O)O)O 1,5-di-O-caffeoylquinic acid